C(#N)[BH3-] cyanoboranuide